C(C)(C)(C)[Si](OCC1=NC=C(C=C1)B1OC(C(O1)(C)C)(C)C)(C)C tert-butyl-dimethyl-[[5-(4,4,5,5-tetramethyl-1,3,2-dioxaborolan-2-yl)-2-pyridyl]methoxy]silane